1-butyl-2-ethylpyrrolidinium methanesulfonate CS(=O)(=O)[O-].C(CCC)[NH+]1C(CCC1)CC